(2R,8aR)-7-(aminomethyl)-2-(2,3-dichloro-6-hydroxyphenyl)-hexahydro-1H-indolizin-5-one NCC1CC(N2C[C@H](C[C@H]2C1)C1=C(C(=CC=C1O)Cl)Cl)=O